(S)-2-(2-(3,5-difluorophenyl)-2-methylpropanamido)-4-((2-methoxyethyl)(4-(5,6,7,8-tetrahydro-1,8-naphthyridin-2-yl)butyl)amino)butanoic acid FC=1C=C(C=C(C1)F)C(C(=O)N[C@H](C(=O)O)CCN(CCCCC1=NC=2NCCCC2C=C1)CCOC)(C)C